tert-butyl 7-[amino (cyclopropylmethyl) amino]-3,3-dimethyl-2-oxo-indoline-1-carboxylate NN(C=1C=CC=C2C(C(N(C12)C(=O)OC(C)(C)C)=O)(C)C)CC1CC1